(2S,6S)-6-((4-bromophenoxy)methyl)-2-methyl-2-vinyl-1,4-dioxan BrC1=CC=C(OC[C@@H]2COC[C@@](O2)(C=C)C)C=C1